C(C)(C)(C)OC(=O)C=1C=CNN1 Pyrazole-5(2H)-carboxylic acid tert-butyl ester